C(C)(=O)ON=C(N)C1=CC=C2C(=C(N(C2=C1)CC1=CC=CC2=CC=CC=C12)C(=O)NC1CCC(CC1)NC(OC(C)(C)C)=O)[N+](=O)[O-] tert-butyl ((1r,4r)-4-(6-(N'-acetoxycarbamimidoyl)-1-(naphthalen-1-ylmethyl)-3-nitro-1H-indole-2-carboxamido)cyclohexyl)carbamate